(2S)-2-[4-bromo-2-(1,2-oxazol-5-yl)phenoxy]butyric acid BrC1=CC(=C(O[C@H](C(=O)O)CC)C=C1)C1=CC=NO1